N,N-bis(hydroxyethyl)-p-toluidine OCCN(C1=CC=C(C=C1)C)CCO